NC1=C(SC2=NC(=CC=C21)C)C(=O)N[C@@H]2C[C@@H](C2)C2=CC=C(C=C2)N2CCNCC2 cis-3-Amino-6-methyl-N-(3-(4-(piperazin-1-yl)phenyl)cyclobutyl)thieno[2,3-b]pyridine-2-carboxamide